4-(((6-((5-(difluoromethoxy)-1H-pyrazol-3-yl)amino)pyrazin-2-yl)oxy)methyl)piperidin-2-one FC(OC1=CC(=NN1)NC1=CN=CC(=N1)OCC1CC(NCC1)=O)F